2-[2-[4-(N-phenylanilino)phenyl]ethynyl]benzofuran-6-carbaldehyde C1(=CC=CC=C1)N(C1=CC=CC=C1)C1=CC=C(C=C1)C#CC=1OC2=C(C1)C=CC(=C2)C=O